9-(4-chloro-2-fluoro-phenyl)-2,3-dimethyl-7-[2-(1H-pyrazol-4-yl)morpholin-4-yl]pyrido[1,2-a]pyrimidin-4-one ClC1=CC(=C(C=C1)C1=CC(=CN2C1=NC(=C(C2=O)C)C)N2CC(OCC2)C=2C=NNC2)F